ClC=1C=C(CC[C@@]2(CN(CCC2)C2=CC(=C(C(=C2)F)S(=O)(=O)N(C2=NC=NC=C2)CC2=C(C=C(C=C2)OC)OC)F)N(C)C)C=CC1C(F)(F)F (R)-4-(3-(3-chloro-4-(trifluoromethyl)phenethyl)-3-(dimethylamino)piperidin-1-yl)-N-(2,4-dimethoxybenzyl)-2,6-difluoro-N-(pyrimidin-4-yl)benzenesulfonamide